C1(CC1)S(=O)(=O)Cl Cyclopropanesulfonylchloride